BrC=1N=CC(=NC1)NC([C@H](C1=CC=C(C=C1)C=1N=NN(N1)C)[C@@H]1CC(CC1)(F)F)=O (S)-N-(5-Bromopyrazin-2-yl)-2-((S)-3,3-difluorocyclopentyl)-2-(4-(2-methyl-2H-tetrazol-5-yl)phenyl)acetamide